di-tert-butyl (R)-2-(3-((1S,3S,5S)-5-methyl-2-((4-phenoxybutanoyl) glycyl)-2-azabicyclo[3.1.0]hexane-3-carboxamido)azetidine-1-carbonyl)piperazine-1,4-dicarboxylate C[C@@]12C[C@H](N([C@H]2C1)C(CNC(CCCOC1=CC=CC=C1)=O)=O)C(=O)NC1CN(C1)C(=O)[C@@H]1N(CCN(C1)C(=O)OC(C)(C)C)C(=O)OC(C)(C)C